3-acetyl-8-bromo-5-chloro-2-((4-(trifluoromethoxy)benzyl)sulfinyl)quinolin-4(1H)-one C(C)(=O)C1=C(NC2=C(C=CC(=C2C1=O)Cl)Br)S(=O)CC1=CC=C(C=C1)OC(F)(F)F